FC(C)(C)C=1OC(=C(N1)C)C(=O)N1[C@@H](C2=C(CC1)NC=N2)C2=NN1C(C(=CC=C1)F)=C2 (S)-(2-(2-fluoropropan-2-yl)-4-methyloxazol-5-yl)(4-(4-fluoropyrazolo[1,5-a]pyridin-2-yl)-6,7-dihydro-1H-imidazo[4,5-c]pyridin-5(4H)-yl)methanone